C(C)(=O)C1=C(OC2=CC=C(C=C2)NC(C2=CC=C(C=C2)F)=O)C=C(C=C1)OC N-(4-(2-acetyl-5-methoxyphenoxy)phenyl)-4-fluorobenzamide